C(C)(=O)C1N(CCC1)C(C(=O)O)CC 2-(2-acetylpyrrolidin-1-yl)butanoic acid